2,4-diamino-6-(2-(2-ethyl-4-Methylimidazol-1-yl)ethyl)-1,3,5-triazine NC1=NC(=NC(=N1)N)CCN1C(=NC(=C1)C)CC